N-(5-Chloro-1H-indol-3-yl)-1-(2-methoxyethyl)-5-(trifluoromethyl)-1H-benzo[d]imidazol-2-amine ClC=1C=C2C(=CNC2=CC1)NC1=NC2=C(N1CCOC)C=CC(=C2)C(F)(F)F